benzyl 4-(((trifluoromethyl)sulfonyl)oxy)cyclohex-3-ene-1-carboxylate FC(S(=O)(=O)OC1=CCC(CC1)C(=O)OCC1=CC=CC=C1)(F)F